C1=CC=CC=2C3=CC=CC=C3N(C12)C1=C(C#N)C(=C(C(=C1C#N)N1C2=CC=CC=C2C=2C=CC=CC12)N1C2=CC=CC=C2C=2C=CC=CC12)N1C2=CC=CC=C2C=2C=CC=CC12 2,4,5,6-tetrakis(9-carbazolyl)isophthalonitrile